(S)-5,5-dioxido-3-(trifluoromethyl)-5a,6,8,9-tetrahydro-7H-pyrido[2',3':4,5]thiazolo[3,2-a]pyrazin O=S1(C2=C(N3[C@@H]1CNCC3)N=CC(=C2)C(F)(F)F)=O